C(OC1=NC2=CC(=CC=C2C=C1)OCCCCN1CCN(CC1)C1=CC=CC=2SC=CC21)(OCC)=O 7-(4-(4-(benzo[b]thiophen-4-yl)piperazin-1-yl)butoxy)quinolin-2-yl ethyl carbonate